bicyclo[2.2.1]heptane-1-carboxylate C12(CCC(CC1)C2)C(=O)[O-]